[Si](C)(C)(C(C)(C)C)O[C@@H]1CC(N(C1)C(=O)OC(C)(C)C)=CN1CCN(CC1)C1=C(C(=CC=C1)Cl)Cl tert-butyl (R)-4-((tert-butyldimethylsilyl)oxy)-2-((4-(2,3-dichlorophenyl)piperazin-1-yl)methylene)pyrrolidine-1-carboxylate